2-amino-N-((5-(dimethylphosphoryl)pyridin-2-yl)methyl)-N',3-dimethyl-N'-(pyrimidin-2-yl)quinoline-6-carbohydrazide NC1=NC2=CC=C(C=C2C=C1C)C(=O)N(N(C1=NC=CC=N1)C)CC1=NC=C(C=C1)P(=O)(C)C